[Si](C)(C)(C(C)(C)C)OCC(COC1=C(C(=NC=C1)Cl)[N+](=O)[O-])(F)F 4-(3-((tert-butyldimethylsilyl)oxy)-2,2-difluoropropoxy)-2-chloro-3-nitropyridine